OC1CCN(CC1)C1=CC=C(C=C1)C=1NC(C2=C(N1)N=C(C=C2OC)OC)=O 2-(4-(4-Hydroxypiperidin-1-yl)phenyl)-5,7-dimethoxypyrido[2,3-d]pyrimidin-4(3H)-on